4-(5-bromo-2-methyl-4-oxo-1,7-naphthyridin-1(4H)-yl)-3,5-dichlorobenzonitrile BrC1=C2C(C=C(N(C2=CN=C1)C1=C(C=C(C#N)C=C1Cl)Cl)C)=O